sodium sodium (4-(5-(5-amino-4-((3-chloro-4-fluorophenyl)carbamoyl)-1-methyl-1H-pyrazol-3-yl)-2-hydroxyoctahydropentalen-2-yl)-3-(trifluoromethyl)-1H-pyrazol-1-yl)methyl phosphate P(=O)(OCN1N=C(C(=C1)C1(CC2CC(CC2C1)C1=NN(C(=C1C(NC1=CC(=C(C=C1)F)Cl)=O)N)C)O)C(F)(F)F)([O-])[O-].[Na+].[Na+]